Cl.Cl.N1=C(C=CC=2CCCNC12)CCCN1C(C2(CC1)CCNCC2)=O 2-(3-(5,6,7,8-tetrahydro-1,8-naphthyridin-2-yl)propyl)-2,8-diazaspiro[4.5]decan-1-one dihydrochloride